5-amino-6-(2-chloro-5-fluorophenyl)-3-methyl-7,8-dihydro-6H-pyrrolo[4,3-e]indazol-8-one NC=1C2=C(C=3C=NN(C3C1)C)C(NC2C2=C(C=CC(=C2)F)Cl)=O